(7S)-1-[(4-fluorophenyl)methyl]-7-methyl-5-(1H-pyrrole-2-carbonyl)-6,7-dihydro-4H-pyrazolo[4,3-c]pyridine-3-carboxylic acid FC1=CC=C(C=C1)CN1N=C(C=2CN(C[C@@H](C21)C)C(=O)C=2NC=CC2)C(=O)O